C(C)OC(=O)C1=C(C=2CN(CCC2S1)C)C 3,5-dimethyl-4,5,6,7-tetrahydrothieno[3,2-c]pyridine-2-carboxylic acid ethyl ester